tert-butyl (7-((trans-4-(2,4-dioxo-3,4-dihydropyrimidin-1(2H)-yl)cyclohexyl)methyl)-7-azaspiro[3.5]nonan-2-yl)carbamate O=C1N(C=CC(N1)=O)[C@@H]1CC[C@H](CC1)CN1CCC2(CC(C2)NC(OC(C)(C)C)=O)CC1